3-(hexahydropyrrolo[1,2-a]pyrazin-2(1H)-yl)-2-nitrobenzenamine C1C2N(CCN1C=1C(=C(C=CC1)N)[N+](=O)[O-])CCC2